ClC=1N=CC(=NC1)C=1C(=NC=CN1)C(C)NC(C1=CC(=CC(=C1)C(F)(F)F)C(C)(C)C#N)=O N-[1-[3-(5-chloropyrazin-2-yl)pyrazin-2-yl]ethyl]-3-(1-cyano-1-methyl-ethyl)-5-(trifluoromethyl)benzamide